Glucose 2-Pyruvate C(C(=O)C)(=O)O[C@@H](C=O)[C@@H](O)[C@H](O)[C@H](O)CO